4-[4-(4-morpholinopyrido[3,2-d]pyrimidin-2-yl)pyrimidin-2-yl]morpholine O1CCN(CC1)C=1C2=C(N=C(N1)C1=NC(=NC=C1)N1CCOCC1)C=CC=N2